methyl 2-[2,5-bis(propan-2-yl)thiophen-3-yl]acetate CC(C)C=1SC(=CC1CC(=O)OC)C(C)C